N-(3,3-diphenylpropyl)-nicotinamide C1(=CC=CC=C1)C(CCNC(C1=CN=CC=C1)=O)C1=CC=CC=C1